ClC1=C(C#N)C(=CC(=N1)C)C1=CC=C(C=C1)[N+](=O)[O-] 2-chloro-6-methyl-4-(4-nitrophenyl)nicotinonitrile